CS(=O)(=O)C=C[C@H](C)NC(OC(C)(C)C)=O tert-butyl (S)-(4-(methylsulfonyl)but-3-en-2-yl)carbamate